1-[[2-(difluoromethoxy)pyridin-4-yl]methyl]-3-[[3-(trifluoromethyl)cyclobutyl]methyl]urea FC(OC1=NC=CC(=C1)CNC(=O)NCC1CC(C1)C(F)(F)F)F